C(CCC)NC1=NC2=CC(=C(C=C2C(=N1)NC1=NNC(=C1)C)OC)OCCCN1CCCC1 N2-butyl-6-methoxy-N4-(5-methyl-1H-pyrazol-3-yl)-7-(3-(pyrrolidin-1-yl)propoxy)quinazoline-2,4-diamine